OC=1C=C(C=C(C1)O)C=CC1=CC(=C(C=C1)OC)O 3,3',5-Trihydroxy-4'-methoxystilbene